NC=1NC(C=2N=CN(C2N1)CC(=O)N(CC(=O)O)CCN)=O N-(2-(2-amino-6-oxo-1,6-dihydro-9H-purin-9-yl)acetyl)-N-(2-aminoethyl)glycine